Cl.[N+](=O)([O-])CN1C(=O)N(C)C=2N=CN(C)C2C1=O nitrocaffeine hydrochloride